[V].[Ti].[Ni] nickel-titanium vanadium